3,5-di(trityl)benzoic acid C(C1=CC=CC=C1)(C1=CC=CC=C1)(C1=CC=CC=C1)C=1C=C(C(=O)O)C=C(C1)C(C1=CC=CC=C1)(C1=CC=CC=C1)C1=CC=CC=C1